C(C1=CC=CC=C1)N1CCN(C12CCSCC2)C(=O)C2=CC=C(C=C2)/C=C/C(=O)C2=CC(=C(C(=C2)OC)OC)OC (E)-3-(4-(4-benzyl-8-thia-1,4-diazaspiro[4.5]decan-1-carbonyl)phenyl)-1-(3,4,5-trimethoxyphenyl)prop-2-en-1-one